B(O)(O)O.C(C(=O)OO)(=O)OO dihydroxy oxalate borate salt